2,2,3,3,4,4,5,5,6,6,7,7,8,8,8-pentadecafluorooctyl acrylate C(C=C)(=O)OCC(C(C(C(C(C(C(F)(F)F)(F)F)(F)F)(F)F)(F)F)(F)F)(F)F